1-(6-(2,6-dichloro-3,5-dimethoxyphenyl)-2-(methylthio)pyrido[3,4-d]pyrimidin-8-yl)-3-methylazetidin-3-ol ClC1=C(C(=C(C=C1OC)OC)Cl)C1=CC2=C(N=C(N=C2)SC)C(=N1)N1CC(C1)(O)C